ClC1=NC(=NC2=CC3=C(C=C12)N(C(C31CC1)=O)C)C chloro-2',6'-dimethylspiro[cyclopropane-1,8'-pyrrolo[2,3-g]quinazoline]-7'(6'H)-one